6-chloro-3-[(1R)-1-[2-(2-Methoxypyrimidin-5-yl)-3,6-dimethyl-4-oxo-chromen-8-yl]ethoxy]pyridine-2-carboxamide ClC1=CC=C(C(=N1)C(=O)N)O[C@H](C)C=1C=C(C=C2C(C(=C(OC12)C=1C=NC(=NC1)OC)C)=O)C